Cl.Cl.N1CC(C1)OCCCCCC1=CC(=C2CCCNC2=N1)OC 7-(5-(azetidin-3-yloxy)pentyl)-5-methoxy-1,2,3,4-tetrahydro-1,8-naphthyridine dihydrochloride